4-Chloro-2-cyclopropyl-N-((R)-2-cyclopropyl-3-(((S)-6-fluoro-11-oxo-2,3,10,11-tetrahydro-1H,5H-benzo[d]pyrazolo[1,2-a][1,2]diazepin-10-yl)amino)-3-oxopropyl)thiazol-5-carboxamid ClC=1N=C(SC1C(=O)NC[C@H](C(=O)N[C@H]1C2=C(CN3N(C1=O)CCC3)C(=CC=C2)F)C2CC2)C2CC2